BrC1=CC(=CN1S(=O)(=O)C1=CC=C(C)C=C1)S(=O)(=O)NC1=C(C=C(C(=C1)F)F)F 5-bromo-1-tosyl-N-(2,4,5-trifluorophenyl)-1H-pyrrole-3-sulfonamide